C1(CCCCC1)NC=1C2=C(N=C(N1)NC1=C(C=C(C=C1)P1(CCN(CC1)C1COC1)=O)OC)NC=C2 4-(4-((4-(cyclohexylamino)-7H-pyrrolo[2,3-d]pyrimidin-2-yl)amino)-3-methoxyphenyl)-1-(oxetan-3-yl)-1,4-azaphosphinane 4-oxide